Zinc (S)-(2-(((tert-butoxy)carbonyl)amino)-3-methoxy-3-propyl) bromide C(C)(C)(C)OC(=O)N[C@@H](C)C(OC)Br.[Zn]